C1(CCC1)CC1=NN(C(=C1C1=CC=C(C=C1)F)NC(CC1(CC1)C(F)(F)F)=O)C N-(3-(cyclobutylmethyl)-4-(4-fluorophenyl)-1-methyl-1H-pyrazol-5-yl)-2-(1-(trifluoro-methyl)cyclopropyl)acetamide